[2H]C([2H])([2H])C([2H])([2H])N1C(=O)C=CC1=O N-ethyl-D5-maleimide